ClC=1NCC2=C(N1)C=CN2 2-chloro-3,5-dihydro-4H-pyrrolo[3,2-D]pyrimidine